tert-butyl 2-(2-(6-chloro-3-(methylcarbamoyl)pyridazin-4-ylamino)ethyl)pyrrolidine-1-carboxylate ClC1=CC(=C(N=N1)C(NC)=O)NCCC1N(CCC1)C(=O)OC(C)(C)C